trioleylphosphite C(CCCCCCC\C=C/CCCCCCCC)OP(OCCCCCCCC\C=C/CCCCCCCC)OCCCCCCCC\C=C/CCCCCCCC